2-chloro-9-(tetrahydro-2H-pyran-4-yl)-7,9-dihydro-8H-purine-8-thione ClC1=NC=C2NC(N(C2=N1)C1CCOCC1)=S